FC=1NN=C2C1N(C(C=C2)=O)C 3-fluoro-4-methyl-2,4-dihydro-5H-pyrazolo[4,3-b]pyridin-5-one